6-chloro-3,4-dihydro-2H-benzo[b][1,4]oxazine-2-carboxylic acid ethyl ester C(C)OC(=O)C1CNC2=C(O1)C=CC(=C2)Cl